1-oxo-6-(trifluoromethoxy)-3,4-dihydroisoquinolin O=C1NCCC2=CC(=CC=C12)OC(F)(F)F